ClC=1C=C(OCC(=O)NC(C)C)C=CC1C=1N(C2=NC=NC(=C2N1)OC1(CC1)C)CC1=NC=CC(=C1)C 2-(3-chloro-4-(6-(1-methylcyclopropoxy)-9-((4-methylpyridin-2-yl)methyl)-9H-purin-8-yl)phenoxy)-N-isopropylacetamide